N-(2-chloro-6-methylphenyl)-2-((6-(4-(4-(2,4-dioxotetrahydropyrimidin-1(2H)-yl)-2-fluorobenzyl)piperazin-1-yl)-2-methylpyrimidin-4-yl)amino)thiazole-5-carboxamide ClC1=C(C(=CC=C1)C)NC(=O)C1=CN=C(S1)NC1=NC(=NC(=C1)N1CCN(CC1)CC1=C(C=C(C=C1)N1C(NC(CC1)=O)=O)F)C